(8-(4-((1R,5S)-3,8-diazabicyclo[3.2.1]octan-8-yl)-2-(((S)-1-methylpyrrolidin-2-yl)methoxy)quinazolin-7-yl)naphthalen-1-yl)methanol [C@H]12CNC[C@H](CC1)N2C2=NC(=NC1=CC(=CC=C21)C=2C=CC=C1C=CC=C(C21)CO)OC[C@H]2N(CCC2)C